FC=1C=C(OCCN(CC[C@@H](C(=O)O)NC2=NC=NC3=CC=CC=C23)CCCCC2=NC=3NCCCC3C=C2)C=C(C1)F (S)-4-((2-(3,5-difluorophenoxy)ethyl)(4-(5,6,7,8-tetrahydro-1,8-naphthyridin-2-yl)butyl)amino)-2-(quinazolin-4-ylamino)butanoic acid